3-(5-((7-(3-azabicyclo[3.1.0]hexan-3-yl)heptyl)amino)-2-methyl-4-oxoquinazolin-3(4H)-yl)piperidine-2,6-dione C12CN(CC2C1)CCCCCCCNC1=C2C(N(C(=NC2=CC=C1)C)C1C(NC(CC1)=O)=O)=O